ClC1=CC=C(C(=N1)F)C1OCCO1 6-chloro-3-(1,3-dioxolan-2-yl)-2-fluoro-pyridine